(1R,2R)-2-cyanocyclopropanecarboxylic acid C(#N)[C@H]1[C@@H](C1)C(=O)O